OB1OC(C2=C1C=CC(=C2)NC2=NC=C(C(=N2)NC2=CC=CC=C2)C)(C)C N2-(1-hydroxy-3,3-dimethyl-2,1-benzoxaborole-5-yl)-5-methyl-N4-phenyl-pyrimidine-2,4-diamine